{3-[4-(1H-indazol-5-ylamino)-2-quinazolinyl]phenoxy}-N-(prop-2-yl)acetamide N1N=CC2=CC(=CC=C12)NC1=NC(=NC2=CC=CC=C12)C=1C=C(OCC(=O)NC(C)C)C=CC1